C(C)(C)(C)OC(=O)N[C@@H](CC(=O)OC(C)(C)C)C(=O)ON1C(CCC1=O)=O 4-tert-butyl 1-(2,5-dioxopyrrolidin-1-yl) N-(tert-butoxycarbonyl)-L-aspartate